O1C(=CC2=C1C=CC=C2)C(=O)C2=C(C=CC=C2)C benzofuran-2-yl(o-tolyl)methanone